[Ni].O1N=CC=N1.[Cl] Chlorine e-furazan nickel